FC1=CC(=C(S1)C1=CC=C(C(=N1)C)O[C@@H]1C[C@H](CCC1)C(=O)O)CO (1S,3S)-3-((6-(5-fluoro-3-hydroxymethylthiophen-2-yl)-2-methylpyridin-3-yl)oxy)cyclohexanecarboxylic acid